NC1=CC(=C(C=C1OC)N1CCN(CC1)C1CCN(CC1)CC1CCN(CC1)C=1C=C2C(N(C(C2=CC1F)=O)C1C(NC(CC1)=O)=O)=O)C=1C=NN(C1)C 5-(4-((4-(4-(4-Amino-5-methoxy-2-(1-methyl-1H-pyrazol-4-yl)phenyl)piperazine-1-yl)piperidin-1-yl)methyl)piperidin-1-yl)-2-(2,6-dioxopiperidin-3-yl)-6-fluoroisoindoline-1,3-Dione